C1(CCCC1)N(C1CC=2C=C(C=C3C(C4=C(N(C23)C1)CN1C(C2=C(C=C14)[C@@](C(OC2)=O)(O)CC)=O)=O)F)C (9S)-2-(cyclopentyl(methyl)amino)-9-ethyl-5-fluoro-9-hydroxy-2,3,12,15-tetrahydro-1H,7H,13H-pyrano[3',4':6,7]indolizino[2,1-b]pyrido[3,2,1-ij]quinoline-7,10,13(9H)-trione